ClC1=C(C(=NC=C1)N1C(C=2C=C3CCCCN3C2CC1)=O)CO 2-(4-Chloro-3-(hydroxymethyl)pyridin-2-yl)-3,4,6,7,8,9-hexahydropyrido[3,4-b]indolizin-1(2H)-one